4-Iodo-5-(2-(trifluoromethyl)phenyl)-1H-pyrazole 2-(2-ethoxyethoxy)ethyl-((perfluorophenoxy)(phenoxy)phosphoryl)-L-alaninate C(C)OCCOCCN([C@@H](C)C(=O)O)P(=O)(OC1=CC=CC=C1)OC1=C(C(=C(C(=C1F)F)F)F)F.IC=1C=NNC1C1=C(C=CC=C1)C(F)(F)F